5-(cyclopropylmethoxy)-4-methoxypyridine-2-carboxylic acid C1(CC1)COC=1C(=CC(=NC1)C(=O)O)OC